BrC1=C(SC(=C1Br)Cl)Cl 3,4-dibromo-2,5-dichlorothiophene